2-((6-(trifluoromethyl)pyridin-3-yl)methyl)-5,6-dihydropyrazolo[c]pyrazol-4(2H)-one FC(C1=CC=C(C=N1)CN1N=C2NNC(C2=C1)=O)(F)F